O(C1=CC=CC=C1)C=1C=C(CCNCCCNC(=O)C2CCCC2)C=CC1 N-(3-((3-phenoxyphenethyl)amino)propyl)cyclopentane-1-carboxamide